FC(C1=NN=C(S1)C1=NC=C2N1C=C(C=C2N2CCOC1(COC1)C2)S(=O)(=O)NC2(CC2)C)F 3-(5-(difluoromethyl)-1,3,4-thiadiazol-2-yl)-N-(1-methylcyclopropyl)-8-(2,5-dioxa-8-azaspiro[3.5]nonan-8-yl)imidazo[1,5-a]pyridine-6-sulfonamide